C(C)(C)(C)OC(NCCNS(=O)(=O)C1=CC(=C(C=C1)NC1CCCCC1)N)=O (2-((3-amino-4-(cyclohexylamino)phenyl)sulfonylamino)ethyl)carbamic acid tert-butyl ester